C1(=CC(=CC=C1)C1=CC(=NC2=CC=C(C=C12)CNC1CCOCC1)\C=C\1/N(C2=CC=CC=C2C1=O)C(C)=O)C1=CC=CC=C1 (Z)-2-((4-([1,1'-biphenyl]-3-yl)-6-(((tetrahydro-2H-pyran-4-yl)amino)-methyl)quinolin-2-yl)methylene)-1-acetylindolin-3-one